CC(C1=C(C(=CC(=C1)C)C(C)(C)C)O)C1=C(C(=CC(=C1)C)C(C)(C)C)O methyl-2,2'-methylenebis-(4-methyl-6-tert-butylphenol)